C1(CC1)[C@H]([C@@](C(=O)OC(C)(C)C)(C)F)C1=CC(=CC=C1)O (2R,3S)-tert-butyl 3-cyclopropyl-2-fluoro-3-(3-hydroxyphenyl)-2-methylpropanoate